CC1=C(C(=C(C(=O)O)C=C1)N1C=CC=C1)N1CC(C1)OC1=CC(=C(C=C1)CO)C methyl-3-(3-(4-(hydroxymethyl)-3-methylphenoxy)azetidin-1-yl)-2-(1H-pyrrol-1-yl)benzoic acid